ClC1=C(C=CC=C1)NC(=O)NC1=CC=C(C=C1)NC1=CC=NC2=CC(=C(C=C12)OC)OC 1-(2-chlorophenyl)-3-(4-((6,7-dimethoxyquinolin-4-yl)amino)phenyl)urea